(3R,4S,5R,6R)-3,4,5,6,7-pentahydroxyheptanone O[C@@H](C(C)=O)[C@H]([C@@H]([C@@H](CO)O)O)O